BrC1C2=C(CCCC13OC(C(C3)=C)=O)C=CC=C2 5-bromo-4'-methylene-5,7,8,9-tetrahydro-3'H-spiro[benzo[7]annulene-6,2'-furan]-5'(4'H)-one